O(C1=CC=C(C=C1)S(=O)(=O)N)C1=CC=C(C=C1)S(=O)(=O)N 4,4'-oxybis-benzenesulfonamide